sodium taurate acrylate C(C=C)(=O)[O-].NCCS(=O)(=O)O.[Na+]